1-((tetrahydro-2H-pyran-4-yl)methyl)-3-(2-(trifluoromethyl)phenoxy)-1H-pyrrole-2,5-dione O1CCC(CC1)CN1C(C(=CC1=O)OC1=C(C=CC=C1)C(F)(F)F)=O